2-phenyloctanedioic acid C1(=CC=CC=C1)C(C(=O)O)CCCCCC(=O)O